4-chloro-3-fluorophenol ClC1=C(C=C(C=C1)O)F